ClC=1C(=C(N[C@H](C(=O)N2[C@@H]3CC([C@H]([C@@H]2C(=O)N[C@@H](C[C@@H]2C(NCCC2)=O)C#N)CC3)(F)F)C)C=CC1)C (1S,3R,4S)-2-[(2S)-2-(3-chloro-2-methyl-anilino)propanoyl]-N-[(1S)-1-cyano-2-[(3R)-2-oxo-3-piperidyl]ethyl]-5,5-difluoro-2-azabicyclo[2.2.2]octane-3-carboxamide